FC=1C=C(C=CC1)[C@H](CNC(CC1CCC(CC1)N(C(OC(C)(C)C)=O)C)(C)C)O tert-butyl ((1R,4r)-4-(2-(((R)-2-(3-fluoro-phenyl)-2-hydroxyethyl)amino)-2-methylpropyl)cyclohexyl)(methyl)carbamate